(R)-1'-{2-[3,5-difluoro-4-(1-methanesulfonyleth-yl)phenoxy]ethyl}-2-oxo-1,2-dihydrospiro[indole-3,4'-piperidine]-5-carbonitrile FC=1C=C(OCCN2CCC3(CC2)C(NC2=CC=C(C=C23)C#N)=O)C=C(C1[C@@H](C)S(=O)(=O)C)F